ClC1=CC=C(C=C1)C1=N[C@H](C=2N(C3=C1C=C(C=C3)OC)C(=NN2)C)CC(=O)OC methyl [(4S)-6-(4-chlorophenyl)-1-methyl-8-(methyloxy)-4H-[1,2,4]triazolo[4,3-a][1,4]benzodiazepin-4-yl]acetate